2-((2-fluoro-4-iodophenyl)amino)-N-(2-hydroxyethoxy)-6-methoxythieno[2,3-b]pyridine-3-carboxamide FC1=C(C=CC(=C1)I)NC1=C(C=2C(=NC(=CC2)OC)S1)C(=O)NOCCO